(3R,5S)-3-((3-amino-1,2,4-triazin-6-yl)methyl)-5-(trifluoromethyl)piperidin-2-one NC=1N=NC(=CN1)C[C@@H]1C(NC[C@H](C1)C(F)(F)F)=O